COC=1C(=NC2=CC=CC=C2C1C1=CC=CC=C1)C(=O)O 3-methoxy-4-phenylquinoline-2-carboxylic acid